N1=C2C(=CC=C1)CNC2=O 5H-pyrrolo[3,4-b]Pyridin-7-one